N=C(NCCC[C@@H](N)C(=O)O)N[N+](=O)[O-] N5-[imino(nitroamino)methyl]-D-ornithine